CC1=C(C=2N(N=C1C=1NC3=CC=C(C=C3C1C(C)C)C1CCN(CC1)CC(C)(O)C)N=CN2)C 1-(4-(2-(7,8-dimethyl-[1,2,4]triazolo[1,5-b]pyridazin-6-yl)-3-isopropyl-1H-indol-5-yl)piperidin-1-yl)-2-methylpropan-2-ol